F[C@]1(CC=CCC1)C(=O)OCC |r| (±)-ethyl 1-fluorocyclohex-3-enecarboxylate